3,7-dimethyloctan-3-yl 4-hydroxybenzoate OC1=CC=C(C(=O)OC(CC)(CCCC(C)C)C)C=C1